tris(1-oxyl-2,2,6,6-tetramethylpiperidin-4-yl) phosphite P(OC1CC(N(C(C1)(C)C)O)(C)C)(OC1CC(N(C(C1)(C)C)O)(C)C)OC1CC(N(C(C1)(C)C)O)(C)C